methyloltriazole C(O)C=1N=NNC1